Pentafluoro(2-fluorophenyl)-λ6-sulfane FS(C1=C(C=CC=C1)F)(F)(F)(F)F